4-methyl-6-(1-methylcyclopropoxy)pyridin-3-amine CC1=C(C=NC(=C1)OC1(CC1)C)N